(4-benzoyl-piperazin-1-yl)(1,1-dioxidobenzo[b]thiophen-3-yl)methanone C(C1=CC=CC=C1)(=O)N1CCN(CC1)C(=O)C=1C2=C(S(C1)(=O)=O)C=CC=C2